4-ethoxy-2-fluoro-5-(1-methyl-1H-1,2,4-triazol-3-yl)aniline C(C)OC1=CC(=C(N)C=C1C1=NN(C=N1)C)F